(S)-1-(cyclohexyloxy)-1-oxopropan-2-aminium chloride [Cl-].C1(CCCCC1)OC([C@H](C)[NH3+])=O